BrC=1N=C(N(C1)COCC[Si](C)(C)C)C1CN(C1)C(=O)OC(C)(C)C tert-butyl 3-(4-bromo-1-((2-(trimethylsilyl)ethoxy)methyl)-1H-imidazol-2-yl)azetidine-1-carboxylate